6-chloroanthracene ClC=1C=C2C=C3C=CC=CC3=CC2=CC1